(R)-N-(4-chlorobenzyl)-4-(2-(p-tolyl)-2H-pyrazolo[3,4-d]pyrimidin-4-yl)piperazine-2-carboxamide ClC1=CC=C(CNC(=O)[C@@H]2NCCN(C2)C=2C=3C(N=CN2)=NN(C3)C3=CC=C(C=C3)C)C=C1